gold-copper-nickel [Ni].[Cu].[Au]